4-[2-Cyclopropyl-6-[6-fluoro-4-[[(1-methylcyclobutyl)amino]methyl]-2-oxo-benzo[cd]indol-1(2H)-yl]pyridin-4-yl]-3-(4-methyl-4H-1,2,4-triazol-3-yl)benzonitrile C1(CC1)C1=NC(=CC(=C1)C1=C(C=C(C#N)C=C1)C1=NN=CN1C)N1C(C2=C3C(C(=CC=C13)F)=CC(=C2)CNC2(CCC2)C)=O